BrC=1C(=C(C(=NC1)N1CCC(CC1)NC(OC(C)(C)C)=O)F)C1=CC(=C(C=C1)C#N)F Tert-butyl N-(1-(5-bromo-4-(4-cyano-3-fluorophenyl)-3-fluoropyridin-2-yl)piperidin-4-yl)carbamate